(S)-2-isocyanato-4-methylpentanoic acid methyl ester COC([C@H](CC(C)C)N=C=O)=O